dipropyl 2,3-diisopropylsuccinate C(C)(C)C(C(=O)OCCC)C(C(=O)OCCC)C(C)C